CC(C(=O)N1CC2N(C3=C(N(C2)C2=CC=C(C=C2)C(F)(F)F)C=CC=N3)CC1)C 2-methyl-1-(5-(4-(trifluoromethyl)phenyl)-5,6,6a,7,9,10-hexahydro-8H-pyrazino[1,2-a]pyrido[3,2-e]pyrazin-8-yl)propan-1-one